NN1C(=NC(=C1C(=O)N)C1=CC=C(C=C1)C(NC=1N=NC=CC1)=O)[C@H]1N(CCCC1)C(C#CC)=O (S)-1-Amino-2-(1-(but-2-ynoyl)piperidin-2-yl)-4-(4-(pyridazin-3-ylcarbamoyl)phenyl)-1H-imidazol-5-carboxamid